(S)-1-(4-(1-(2,2-difluoroethyl)-3-phenyl-1H-pyrazol-4-yl)-7-((tetrahydrofuran-3-yl)oxy)quinazolin-6-yl)ethan-1-one FC(CN1N=C(C(=C1)C1=NC=NC2=CC(=C(C=C12)C(C)=O)O[C@@H]1COCC1)C1=CC=CC=C1)F